FC=1C=C(C=C(C1OC1=CC=NC2=CC(=C(C=C12)OC)OCCNC)F)NC(=O)C=1C=NC=CC1OCCCF N-(3,5-difluoro-4-((6-methoxy-7-(2-(methylamino)ethoxy)quinolin-4-yl)oxy)phenyl)-4-(3-fluoropropoxy)pyridine-3-carboxamide